BrC=1C(=C(C(=CC1)C1OCCO1)O)Cl 3-bromo-2-chloro-6-(1,3-dioxolan-2-yl)phenol